6-(3-fluoro-4-(4-(pyrrolidin-1-yl)piperidin-1-yl)phenyl)-1,4-dimethyl-2-(4-(methylsulfonyl)phenyl)-1H-imidazo[4,5-c]pyridine FC=1C=C(C=CC1N1CCC(CC1)N1CCCC1)C1=CC2=C(C(=N1)C)N=C(N2C)C2=CC=C(C=C2)S(=O)(=O)C